CN1CCO[C@H](C2=C(C1)C=CC=C2)C2=CC=CC=C2 (S)-5-methyl-1-phenyl-1,3,4,6-tetrahydro-2,5-benzoxazocine